ClC=1C(=C(C=CC1F)C(N[S@](=O)C(C)(C)C)[C@@H]1C[C@H](C1)C(F)F)F (R)-N-((3-chloro-2,4-difluorophenyl)(trans-3-(difluoro-methyl)cyclobutyl)methyl)-2-methylpropane-2-sulfinamide